C(C)N(C=CCCCCCC)CC N,N-diethyl-N-(octenyl)amine